C(#N)C=1C(=C(C=CC1)C1=CC(=NC=C1C(=O)NC=1SC2=C(N1)CN(C2)C(C2=CC=C(C=C2)C(F)F)=O)C)OC 4-(cyano-2-methoxyphenyl)-N-(5-(4-(difluoromethyl)benzoyl)-5,6-dihydro-4H-pyrrolo[3,4-d]thiazol-2-yl)-6-methyl-nicotinamide